ClC1=CC=C2C(=CC=NC2=C1)C=1C=C(C(=NC1)OC[C@](CC(C)C)(N)C)C(F)F (S)-1-((5-(7-chloroquinolin-4-yl)-3-(difluoromethyl)pyridin-2-yl)oxy)-2,4-dimethylpentan-2-amine